5-bromo-2-fluoro-thiophene BrC1=CC=C(S1)F